ClC=1C=C(C=CC1)C=1C=C(C=NC1)Cl 5-(3-chlorophenyl)-3-chloropyridine